C(C)(C)(C)OC(=O)N1CCC2(CC(C2)CCN2CCN(CC2)C(=O)OCC2=CC=CC=C2)CC1.NC1=C(C(N(C(=N1)OC)C)=O)NC 6-amino-2-methoxy-3-methyl-5-(methylamino)pyrimidin-4(3H)-one tert-butyl-2-(2-(4-((benzyloxy)carbonyl)piperazin-1-yl)ethyl)-7-azaspiro[3.5]nonane-7-carboxylate